2-hydroxy-1,6-dimethylresorcinol OC1C(O)(C(=CC=C1O)C)C